(3-{[2-(4-bromophenyl)imidazo[1,2-a]pyrimidin-3-yl]methyl}-3,8-diazabicyclo[3.2.1]oct-8-yl)(2-fluorophenyl)methanone BrC1=CC=C(C=C1)C=1N=C2N(C=CC=N2)C1CN1CC2CCC(C1)N2C(=O)C2=C(C=CC=C2)F